1-methyl-N-((1-(3-methylbenzyl)cyclobutyl)methyl)-5-oxo-4,5-dihydro-1H-1,2,4-triazole-3-carboxamide CN1N=C(NC1=O)C(=O)NCC1(CCC1)CC1=CC(=CC=C1)C